COC1=CC2=C(C3=CC=C(C=C3N=C2C=C1OC)[N+](=O)[O-])NCCCNCCO 2-[3-[(2,3-Dimethoxy-6-nitroacridin-9-yl)amino]propylamino]ethanol